C(#N)C=1C=C(C=CC1)C=1C=C(OC1C)C(=O)NC1=NC(=NS1)CC(C(F)(F)F)(C)O 4-(3-Cyanophenyl)-5-methyl-N-(3-(3,3,3-trifluoro-2-hydroxy-2-methylpropyl)-1,2,4-thiadiazol-5-yl)furan-2-carboxamide